ClCC(=O)NC1=CC=2N(C(=C1)C1=CC=C(C=C1)C#N)N=CN2 2-chloro-N-(5-(4-cyanophenyl)-[1,2,4]triazolo[1,5-a]pyridin-7-yl)acetamide